C(#N)/C(/C(=O)NC=1N=NC(=CC1)OC)=C(\C=1C=NOC1C)/O (Z)-2-cyano-3-hydroxy-N-(6-methoxypyridazin-3-yl)-3-(5-methylisoxazol-4-yl)prop-2-enamide